C[C@]12CC(C[C@](CC1)(N2)C)N(C2=CC=C(N=N2)C2=C(C=C(C=C2F)C=2C=NNC2)O)CCF 2-(6-(((1R,3S,5S)-1,5-dimethyl-8-azabicyclo[3.2.1]octan-3-yl)(2-fluoroethyl)amino)pyridazin-3-yl)-3-fluoro-5-(1H-pyrazol-4-yl)phenol